tert-Butyl((1R,3S)-3-(2-(2-chloro-5-isopropyl-8-oxothieno[2',3':4,5]pyrrolo[1,2-d][1,2,4]triazin-7(8H)-yl)acetamido)cyclohexyl)carbamate C(C)(C)(C)OC(N[C@H]1C[C@H](CCC1)NC(CN1N=C(N2C(C1=O)=CC1=C2C=C(S1)Cl)C(C)C)=O)=O